C(CCCCCCCCC\C=C/CC)OC(C(=C)F)=O.C(CCCCCCC)C(C(=O)N)CCCCCCCC octyl-decanamide (Z)-tetradec-11-en-1-yl-2-fluoroacrylate